1-(3-methoxy-4-benzyloxyphenyl)ethanone COC=1C=C(C=CC1OCC1=CC=CC=C1)C(C)=O